FC1=C(C=C(C=C1)C1=NNC(O1)=O)OC 5-(4-fluoro-3-methoxyphenyl)-1,3,4-oxadiazol-2(3H)-one